CC(C)=C1CC=CC=C1 propane-2,2-diylbenzene